C12(CC3CC(CC(C1)C3)C2)S(=O)(=O)[O-] adamantane-sulphonate